COC1=C(C(=CC=C1)OC)N1C(=NC(C=C1O)=O)COCC (2,6-dimethoxyphenyl)-2-(ethoxymethyl)-6-hydroxypyrimidin-4(1H)-one